4-((2-fluoro-5-bromophenyl)amino)-7-fluoro-1H-indole-2-carboxylic acid FC1=C(C=C(C=C1)Br)NC1=C2C=C(NC2=C(C=C1)F)C(=O)O